C(C(O)CO)OCC(O)CO glyceryl oxide